tert-butyl-4-bromo-12-fluoro-8,13-dihydro-[1,2,4]triazolo[4',3':1,6]pyrido[3,2-b]benzo[f][1,4]oxazonine C(C)(C)(C)C1N=NC2=C(C=C3OCCC4=C(CN=C3N21)C(=CC=C4)F)Br